6-(4-aminophenyl)pyridine-3-carboxylic acid NC1=CC=C(C=C1)C1=CC=C(C=N1)C(=O)O